(R)-1-(2-((6-((6-methoxy-2-methyl-1,2,3,4-tetrahydroisoquinolin-7-yl)amino)-1H-pyrazolo[3,4-d]pyrimidin-1-yl)methyl)morpholino)ethan-1-one Trifluoroacetate FC(C(=O)O)(F)F.COC=1C=C2CCN(CC2=CC1NC1=NC=C2C(=N1)N(N=C2)C[C@@H]2OCCN(C2)C(C)=O)C